N-[3-[7-ethynyl-2-(methylamino)pyrido[2,3-d]pyrimidin-6-yl]-4-methylphenyl]-2-(trifluoromethyl)pyridine-4-carboxamide C(#C)C=1C(=CC2=C(N=C(N=C2)NC)N1)C=1C=C(C=CC1C)NC(=O)C1=CC(=NC=C1)C(F)(F)F